8-methoxy-6-(3-(5-(piperidin-4-yl)pyridin-2-yl)-4-(2,2,2-trifluoroethyl)-1H-pyrazol-5-yl)-[1,2,4]triazolo[1,5-a]pyridine COC=1C=2N(C=C(C1)C1=C(C(=NN1)C1=NC=C(C=C1)C1CCNCC1)CC(F)(F)F)N=CN2